FC1=C(C=C(C(=C1OCOC)F)C(F)(F)F)C1=NN(C2=NC(=NC=C21)N2C[C@@H](OCC2)\C=N\NS(=O)(=O)C2=CC=C(C=C2)C)C (R,E)-N'-((4-(3-(2,4-Difluoro-3-(methoxymethoxy)-5-(trifluoromethyl)phenyl)-1-methyl-1H-pyrazolo[3,4-d]pyrimidin-6-yl)morpholin-2-yl)methylene)-4-methylbenzenesulfonohydrazide